N1(CCCCC1)C(=O)C=1C=NN2C1C=CC=C2C=2C=NC=C(C(=O)NCC1=CN=CS1)C2 5-(3-(piperidine-1-carbonyl)pyrazolo[1,5-a]pyridine-7-yl)-N-(thiazol-5-ylmethyl)nicotinamide